6-chloro-3-[2-(difluoromethyl)-4-pyridinyl]pyridin-2-amine ClC1=CC=C(C(=N1)N)C1=CC(=NC=C1)C(F)F